3-amino-N-(2-{3,3-difluoro-octahydropyrrolo[2,3-c]pyrrol-5-yl}-5,6,7,8-tetrahydroquinolin-6-yl)-5-fluoro-6-methylthieno[2,3-b]pyridine-2-carboxamide NC1=C(SC2=NC(=C(C=C21)F)C)C(=O)NC2CC=1C=CC(=NC1CC2)N2CC1C(C2)C(CN1)(F)F